Fmoc-glutamic acid mono-tert-butyl ester C(C)(C)(C)OC([C@@H](NC(=O)OCC1C2=CC=CC=C2C2=CC=CC=C12)CCC(=O)O)=O